(3R,7S)-2-(3,4-Dichlorobenzoyl)-9-((R*)-1-(6-(difluoromethoxy)pyridin-3-yl)ethyl)-N,3-dimethyl-10-oxo-1,2,3,4,7,8,9,10-octahydropyrido[4',3':3,4]pyrazolo[1,5-a]pyrazine-7-carboxamide ClC=1C=C(C(=O)N2CC=3C(=NN4C3C(N(C[C@H]4C(=O)NC)[C@H](C)C=4C=NC(=CC4)OC(F)F)=O)C[C@H]2C)C=CC1Cl |o1:21|